CN(C1CCNCC1)C1=CC=C(C=C1)[N+](=O)[O-] N-methyl-N-(4-nitrophenyl)piperidin-4-amine